ClC=1C=C(C=CC1F)NC(N([C@@H](C)C1=CN(C(C2=CC=CC=C12)=O)C(C)C)C)=O (S)-3-(3-chloro-4-fluorophenyl)-1-methyl-1-(1-(2-isopropyl-1-oxo-1,2-dihydroisoquinolin-4-yl)ethyl)urea